trifluoroethanol OCC(F)(F)F